C1(CC1)C1=NC(=NN1)NC=1SC(=C(N1)C=1C=C(C#N)C=CC1)C1=CC(=NC=C1C)C 3-{2-[(5-cyclopropyl-1H-1,2,4-triazol-3-yl)amino]-5-(2,5-dimethylpyridin-4-yl)-1,3-thiazol-4-yl}benzonitrile